(4-(1,3-Dioxolan-2-yl)phenyl)-1H-pyrazole-4-carboxylic acid O1C(OCC1)C1=CC=C(C=C1)N1N=CC(=C1)C(=O)O